3,5-dimethylisoxazole-4-carbonyl chloride CC1=NOC(=C1C(=O)Cl)C